NC=1N2C(C=3N=CN(C3N1)CCN1CCN(CC1)C1=CC=C(OC(C(=O)O)(C)C)C=C1)=NC(=N2)C#CC 2-(4-(4-(2-(5-amino-8-(prop-1-yn-1-yl)-3H-[1,2,4]triazolo[5,1-i]purin-3-yl)ethyl)piperazin-1-yl)phenoxy)-2-methylpropanoic acid